Cl.N1C[C@H](CC1)C(C(=O)O)C 2-((R)-pyrrolidin-3-yl)propanoic acid hydrochloride